(2S,4S)-1-((benzyloxy)carbonyl)-4-(N-((1s,4R)-4-methylcyclohexyl)isobutyramido)pyrrolidine-2-carboxylic acid C(C1=CC=CC=C1)OC(=O)N1[C@@H](C[C@@H](C1)N(C(C(C)C)=O)C1CCC(CC1)C)C(=O)O